N[C@@H](C(=O)NCC)C1(CCC1)C (R)-2-amino-2-(1-methylcyclobutyl)-acetyl-ethylamine